tert-butyl 9,9-difluoro-2,6-diazaspiro[3.5]nonane-6-carboxylate FC1(CCN(CC12CNC2)C(=O)OC(C)(C)C)F